ClC=1C(=CC2=C(C[C@@](O2)([C@H]2NCCC2)C2=CC(=CC=C2)F)C1C=1C(=CC2=C(OCCO2)C1F)C(=O)N)F (S)-7-((S)-5-Chloro-6-fluoro-2-(3-fluorophenyl)-2-((S)-pyrrolidin-2-yl)-2,3-dihydrobenzofuran-4-yl)-8-fluoro-2,3-dihydrobenzo[b][1,4]dioxine-6-carboxamide